C[C@@H]1N(C[C@H](N(C1)C(C)C=1C=C2N=CC=NC2=CC1)C)N1N=C2C(N(C(N=C2)=O)C)=C1 ((2S,5R)-2,5-dimethyl-4-(1-(quinoxalin-6-yl)ethyl)piperazin-1-yl)-4-methyl-2,4-dihydro-5H-pyrazolo[4,3-d]pyrimidin-5-one